BrC1=CC=C2C=CC3=CC(=CC4=CC=C1C2=C34)C(C)(C)C bromo-7-tert-butylpyrene